O=C1NC(CCC1N1C(C2=C(C=C(C(=C2C1=O)N1CCNCC1)F)F)=O)=O 2-(2,6-dioxopiperidin-3-yl)-5,7-difluoro-4-(piperazin-1-yl)isoindoline-1,3-dione